NC(CC1=CC2=C(CCO2)C=C1)C 6-(2'-aminopropyl)-2,3-dihydrobenzofuran